C1(CC1)CN1C(N(C(C1=O)=O)CC1=NC(=NO1)CC(=O)NC1=C(C=CC=C1)OC)=O 2-(5-((3-(Cyclopropylmethyl)-2,4,5-trioxoimidazolidin-1-yl)methyl)-1,2,4-oxadiazol-3-yl)-N-(2-methoxyphenyl)acetamide